2-xylylenediamine carbonate C(O)(O)=O.C=1(C(=CC=CC1)CN)CN